diphenylphenanthrylphosphine oxide C1(=CC=CC=C1)P(C1=CC=CC=2C3=CC=CC=C3C=CC12)(C1=CC=CC=C1)=O